Cl.N1(CCC1)CC(=O)O 2-(azetidin-1-yl)acetic acid hydrochloride